4-((1,5-naphthyridin-4-yl)oxy)aniline N1=CC=C(C2=NC=CC=C12)OC1=CC=C(N)C=C1